6-tert-Butyl-N-[3-(methylamino)phenyl]sulfonyl-2-(2,4,6-trimethylphenoxy)pyridin-3-carboxamid C(C)(C)(C)C1=CC=C(C(=N1)OC1=C(C=C(C=C1C)C)C)C(=O)NS(=O)(=O)C1=CC(=CC=C1)NC